C(#N)C=1C(=CC(=C2C=NNC12)C1CCC(CC1)O)C1=CC=C(C=C1)CC=1C(=C(C(=O)N)C=C(C1)F)OC ({4-[7-cyano-4-(4-hydroxycyclohexyl)-1H-indazol-6-yl]phenyl}methyl)-5-fluoro-2-methoxybenzamide